C(C)(C)(C)OC(=O)N1C[C@H]2[C@@H](C1)C(CC2)C=O (3aR,6aR)-4-formyl-hexahydrocyclopenta[c]pyrrole-2(1H)-carboxylic acid tert-butyl ester